5-(4-(benzyloxy)phenyl)-N-(2-methyl-4-(piperazin-1-yl)phenyl)-1H-pyrazol-3-amine C(C1=CC=CC=C1)OC1=CC=C(C=C1)C1=CC(=NN1)NC1=C(C=C(C=C1)N1CCNCC1)C